O(C1=CC=CC=C1)C=1C=C(C=CC1)C1=NNC2=NC=NC(=C21)N 3-(3-phenoxyphenyl)-1H-pyrazolo[3,4-d]pyrimidin-4-amine